29-methylhentriacontyl eicos-13-enoate C(CCCCCCCCCCCC=CCCCCCC)(=O)OCCCCCCCCCCCCCCCCCCCCCCCCCCCCC(CC)C